FC=1C=C(C=CC1F)[C@H]1[C@@H](CN(C1)CCOC)NC(=O)NC1=C(C(=NN1C1=CC=CC=C1)OCCN1C(C2=CC=CC=C2C1=O)=O)C 1-((3s,4r)-4-(3,4-difluorophenyl)-1-(2-methoxyethyl)pyrrolidin-3-yl)-3-(3-(2-(1,3-dioxoisoindolin-2-yl)ethoxy)-4-methyl-1-phenyl-1H-pyrazol-5-yl)urea